FCCCN1C[C@H](CC1)OC1=CC=C(C=C1)C1=C(CCCC2=C1C=CC(=C2)O)C=2C=NC=C(C2)F 5-[4-[(3S)-1-(3-fluoropropyl)pyrrolidin-3-yl]oxyphenyl]-6-(5-fluoro-3-pyridyl)-8,9-dihydro-7H-benzo[7]annulen-2-ol